Cl.C(CCCC)C=1C=CC(=NC1)C(=O)NC=1C=NC=CC1 5-pentyl-N-(pyridin-3-yl)picolinamide hydrogen chloride